Cl.N[C@@H]1CN(CCC1)C1=NC2=C(N1[C@@H](C)C1=CC=C(C#N)C=C1)C=CC=C2 4-((S)-1-(2-((S)-3-aminopiperidin-1-yl)-1H-benzo[d]imidazol-1-yl)ethyl)benzonitrile hydrochloride